5-cyclopropyl-N-((6-methoxy-1-methyl-1H-benzimidazol-7-yl)methyl)thiophene-3-carboxamide C1(CC1)C1=CC(=CS1)C(=O)NCC1=C(C=CC2=C1N(C=N2)C)OC